2-(2-((5-chloro-2-(1H-tetrazol-1-yl)phenyl)amino)-2-oxoacetamido)-3-(4-(4-isopropyl-2-oxopiperazin-1-yl)phenylpropionamido)benzoic acid tert-butyl ester C(C)(C)(C)OC(C1=C(C(=CC=C1)NC(CCC1=CC=C(C=C1)N1C(CN(CC1)C(C)C)=O)=O)NC(C(=O)NC1=C(C=CC(=C1)Cl)N1N=NN=C1)=O)=O